1,3-Di(1-adamantyl)imidazolium bromid [Br-].C12(CC3CC(CC(C1)C3)C2)N2C=[N+](C=C2)C23CC1CC(CC(C2)C1)C3